(1S,3S,4R)-3-acetamido-N-((S)-(3-chloro-2,6-difluorophenyl)(4-fluorobicyclo[2.2.1]hept-1-yl)methyl)-4-hydroxycyclopentane-1-carboxamide C(C)(=O)N[C@H]1C[C@@H](C[C@H]1O)C(=O)N[C@@H](C12CCC(CC1)(C2)F)C2=C(C(=CC=C2F)Cl)F